2-(3-(2,4-difluorophenyl)-1-methylureido)-5-oxo-5H-thieno[3,2-b]pyran-6-carboxylic acid FC1=C(C=CC(=C1)F)NC(N(C)C1=CC=2OC(C(=CC2S1)C(=O)O)=O)=O